4-benzyl-3-((S)-3-methylhex-5-enoyl)oxazolidin-2-one C(C1=CC=CC=C1)C1N(C(OC1)=O)C(C[C@H](CC=C)C)=O